[Si](C)(C)(C(C)(C)C)OCC1CCC(CC1)N1N=C2C=CC(=CC2=C1)NC(=O)N1C=CC=2C1=NC=C(C2)C#N N-[2-[4-[[tert-butyl(dimethyl)silyl]oxymethyl]cyclohexyl]indazol-5-yl]-5-cyano-pyrrolo[2,3-b]pyridine-1-carboxamide